C(C)(C)N1N=CC(=C1)C=1C(=CC(=NC1)NC1=CC=C2C(=N1)N(N=C2)C(C)C)N2C[C@H](CCC2)O (S)-1-(5-(1-isopropyl-1H-pyrazol-4-yl)-2-((1-isopropyl-1H-pyrazolo[3,4-b]pyridin-6-yl)amino)pyridin-4-yl)piperidin-3-ol